CC(=C)CCOP(=O)(O)OP(=O)(O)O The molecule is a prenol phosphate comprising 3-methylbut-3-en-1-ol having an O-diphosphate substituent. It has a role as an epitope, a phosphoantigen, an antioxidant, an antigen, an Escherichia coli metabolite and a mouse metabolite. It is a conjugate acid of an isopentenyl diphosphate(3-).